Cholestane-3B,5a,6B-triol CC(C)CCC[C@@H](C)[C@H]1CC[C@H]2[C@@H]3CC([C@]4(CC(CC[C@]4(C)[C@H]3CC[C@]12C)O)O)O